C1(=CC=C(C=C1)N(C1=CC=C(C=CC2=CC=C(C=C2)C=CC2=CC=C(C=C2)N(C2=CC=C(C=C2)C)C2=CC=C(C=C2)C)C=C1)C1=CC=C(C=C1)C)C 1,4-bis(4-(di-p-tolylamino)styryl)benzene